CC1=NN=C(O1)NC(C1=C(C=CC=C1)OC1=CC=C(C=C1)C)=O N-(5-methyl-1,3,4-oxadiazol-2-yl)-2-(4-methylphenoxy)benzamide